FC1=NC(=CC(=C1C(=O)O)C1=CC(=NC=C1OC)C)C fluoro-5'-methoxy-2',6-dimethyl-(4,4'-bipyridine)-3-carboxylic acid